4-t-butylcyclohexyl acetate C(C)(=O)OC1CCC(CC1)C(C)(C)C